C(C)(C)(C)OC(=O)N1CCC2=CC(=CC=C12)OC1=CC=CC=2C(=C(OC21)C)CNC 5-((2-methyl-3-((methylamino)methyl)benzofuran-7-yl)oxy)indoline-1-carboxylic acid tert-butyl ester